C(=O)O.FC(CC1=CC(NN=C1)=O)F 5-(2,2-difluoroethyl)pyridazin-3(2H)-one, formic acid salt